(6-ethyl-5-{4-[(5-hydroxy-6-methyl-4-pyrimidinyl)carbonyl]-1-piperazinyl}-2-(1-methyl-2-oxo-3,4-dihydro-6-quinolyl)-4-oxo-1,3,3a,7-tetraaza-7-indenyl)acetamide C(C)C1=C(C(N2N=C(N=C2N1CC(=O)N)C=1C=C2CCC(N(C2=CC1)C)=O)=O)N1CCN(CC1)C(=O)C1=NC=NC(=C1O)C